NC=1N=CC(=NC1OC=1C=NN(C1)C1CCN(CC1)C)C=1C=C(C=C(C1)COC)C1(COC1)O 3-(3-(5-amino-6-((1-(1-methylpiperidin-4-yl)-1H-pyrazol-4-yl)oxy)pyrazin-2-yl)-5-(methoxymethyl)phenyl)oxetan-3-ol